ClC=1C=C2CCN([C@H](C2=C(C1)Cl)C)C(=O)[C@@H]1OC[C@@H](N(C1)C1=CN=CC=2N1C=C(N2)C(=O)OCC)C ethyl 5-((2R,5S)-2-((S)-6,8-dichloro-1-methyl-1,2,3,4-tetrahydroisoquinoline-2-carbonyl)-5-methylmorpholino)imidazo[1,2-a]pyrazine-2-carboxylate